(4-phenylbutane-1,3-diynyl)benzene C1(=CC=CC=C1)C#CC#CC1=CC=CC=C1